tert-butyl N-[[4-bromo-3-methyl-7-[4-(trifluoromethoxy)-phenyl]benzimidazol-5-yl]methyl]-N-tert-butoxycarbonyl-carbamate BrC1=C(C=C(C=2N=CN(C21)C)C2=CC=C(C=C2)OC(F)(F)F)CN(C(OC(C)(C)C)=O)C(=O)OC(C)(C)C